6-(4-fluoro-2-methoxy-phenyl)-2-[(4-fluoro-2-pyridyl)oxymethyl]imidazo[1,2-a]pyrimidine FC1=CC(=C(C=C1)C=1C=NC=2N(C1)C=C(N2)COC2=NC=CC(=C2)F)OC